(Z)-N'-(5-bromo-6-chloro-2-cyanopyridin-3-yl)-N,N-dimethylmethanimidamide BrC=1C=C(C(=NC1Cl)C#N)\N=C/N(C)C